N[C@H]1[C@@H]2N(C[C@H]1CC2)C(=O)C2=CC1=C(N(C(=N1)C=1N(C3=CC(=CC=C3C1)C1=CC(=NC=C1)NC(OC)=O)CC1CC1)C)C(=C2)OC methyl N-[4-(2-{5-[(1R,4R,7R)-7-amino-2-azabicyclo[2.2.1]heptane-2-carbonyl]-7-methoxy-1-methyl-1H-1,3-benzodiazol-2-yl}-1-(cyclopropylmethyl)-1H-indol-6-yl)pyridin-2-yl]carbamate